C(=O)C1=C(C=CC=C1)C1=CC(=C2C=CC3=C(C=C(C4=CC=C1C2=C34)C3=C(C=CC=C3)C=O)C3=C(C=CC=C3)C=O)C3=C(C=CC=C3)C=O 1,3,6,8-tetrakis(formylphenyl)-pyrene